Cl.FC1=C(OC2CNC2)C(=CC(=C1)F)F 3-(2,4,6-trifluorophenoxy)azetidine hydrochloride